5-(benzyloxy)-2,3-dimethylisoindol-1-one C(C1=CC=CC=C1)OC=1C=C2C(N(C(C2=CC1)=O)C)C